2-(Benzyloxy)ethane-1-sulfinic acid calcium [Ca].C(C1=CC=CC=C1)OCCS(=O)O